O[C@H]1[C@H](CCCC1)NC(=O)C1=CN=CC2=CC=CC=C12 N-[(1S,2R)-2-hydroxycyclohexyl]isoquinoline-4-carboxamide